(3-methyl-1H-pyrazol-5-yl)acetamide CC1=NNC(=C1)CC(=O)N